N-(6-cyclopropyl-3-(N-methylsulfamoyl)pyridin-2-yl)-3-(3-fluoro-4-methylphenyl)-3-(1,2,4-thiadiazol-5-yl)pyrrolidine-1-carboxamide C1(CC1)C1=CC=C(C(=N1)NC(=O)N1CC(CC1)(C1=NC=NS1)C1=CC(=C(C=C1)C)F)S(NC)(=O)=O